NC=1C2=C(N=CN1)N(C=C2)[C@H]2[C@@H]([C@@H]([C@@]1(C[C@H]21)[C@@H](O)C2=CC(=C(C=C2)Cl)Cl)O)O |o1:16| (1R,2R,3S,4R,5S)-4-(4-aminopyrrolo[2,3-d]pyrimidin-7-yl)-1-[(S or R)-(3,4-dichlorophenyl)-hydroxy-methyl]bicyclo[3.1.0]hexane-2,3-diol